1-cyano-N-(4-(6-cyanopyridin-2-yl)-5-ethylthiazol-2-yl)-N-methylpyrrolidine-2-carboxamide C(#N)N1C(CCC1)C(=O)N(C)C=1SC(=C(N1)C1=NC(=CC=C1)C#N)CC